The molecule is a member of the class of chalcones that is trans-chalcone substituted by beta-D-glucopyranosyloxy groups at positions 3 and 4' and hydroxy groups at positions 4 and 2' respectively. It has a role as a plant metabolite, a hepatoprotective agent and an anti-inflammatory agent. It is a member of chalcones, a beta-D-glucoside, a monosaccharide derivative and a member of phenols. It derives from a trans-chalcone. C1=CC(=C(C=C1/C=C/C(=O)C2=C(C=C(C=C2)O[C@H]3[C@@H]([C@H]([C@@H]([C@H](O3)CO)O)O)O)O)O[C@H]4[C@@H]([C@H]([C@@H]([C@H](O4)CO)O)O)O)O